C[C@@]12CC[C@]3(CCC(C[C@H]3C1=CC[C@H]4[C@]2(C[C@H]([C@@H]5[C@@]4(C[C@@H]([C@@H]([C@@]5(C)CO)O)O)C)O)C)(C)C)C(=O)O The molecule is a pentacyclic triterpenoid that is oleanolic acid substituted by hydroxy groups at positions 2, 6 and 23. It has a role as an antifungal agent and a metabolite. It is a pentacyclic triterpenoid, a tetrol and a monocarboxylic acid. It derives from an oleanolic acid. It derives from a hydride of an oleanane.